Cl.NC(C(=O)N1CCN(CC1)C(=O)NC1=NC(N(C=C1)C1=CC=C(C=C1)CC(C)N(CC)[C@@H]1CC[C@@H](CC1)N)=O)(C)C 4-(2-Amino-2-methylpropanoyl)-N-(1-(4-(2-(((cis)-4-aminocyclohexyl)(ethyl)amino)propyl)phenyl)-2-oxo-1,2-dihydropyrimidin-4-yl)piperazine-1-carboxamide hydrochloride salt